N-(2-((2-((5-amino-4-((2-(dimethylamino)ethyl)(methyl)amino)-2-methoxyphenyl)amino)-5-chloropyrimidin-4-yl)amino)phenyl)methane-sulfonamide NC=1C(=CC(=C(C1)NC1=NC=C(C(=N1)NC1=C(C=CC=C1)NS(=O)(=O)C)Cl)OC)N(C)CCN(C)C